FC(C1=NC(=NO1)C=1C=CC=2N(C1)C=C(N2)CN=[SH2]=O)(F)F ((6-(5-(trifluoromethyl)-1,2,4-oxadiazol-3-yl)imidazo[1,2-a]pyridin-2-yl)methyl)imino-λ6-sulfanone